N1=CNC(C2=C1NC(CC2)=O)=O 5,8-dihydropyrido[2,3-d]pyrimidin-4,7(3H,6H)-dione